4-(indolin-2-on-1-yl)piperidin N1(C(CC2=CC=CC=C12)=O)C1CCNCC1